F[P-](F)(F)(F)(F)F.C(C)N1C(=[N+](C=C1)C)C.[Li] lithium 1-ethyl-2,3-dimethylimidazolium hexafluorophosphate